5-[1-(2-fluoro-6-methyl-phenyl)-piperidin-4-yl]-7-(4-isopropyl-pyrimidin-5-ylmethyl)-2-methyl-2,4,5,7-tetrahydro-pyrazolo[3,4-d]pyrimidin-6-one FC1=C(C(=CC=C1)C)N1CCC(CC1)N1C(N(C=2C(C1)=CN(N2)C)CC=2C(=NC=NC2)C(C)C)=O